1-(4-(5-((6-aminospiro[3.3]heptan-2-yl)amino)-6-methylpyridin-2-yl)-2,6-dimethylpiperazin-1-yl)-2,2,2-trifluoroethan-1-one NC1CC2(CC(C2)NC=2C=CC(=NC2C)N2CC(N(C(C2)C)C(C(F)(F)F)=O)C)C1